ClC=1C=C(C=CC1F)NC1=NC=NC2=CC(=C(C=C12)NC(C=C)=O)OCCCN1CCN(CC1)CC1=C(C=CC=C1)NC1C(NC(CC1)=O)=O N-(4-((3-chloro-4-fluorophenyl)amino)-7-(3-(4-(2-((2,6-dioxopiperidin-3-yl)amino)benzyl)piperazin-1-yl)propoxy)quinazolin-6-yl)acrylamide